FC=1C=C(C=CC1F)CC(CC(=O)OC(C)(C)C)=O tert-butyl 4-(3,4-difluorophenyl)-3-oxobutanoate